C(C1=CC=CC=C1)C1=CC2=C(N=C(N=C2)NC2=NC=C(C=C2)N2CC(NC(C2)C)C)N(C1=O)C1CCCC1 6-benzyl-8-cyclopentyl-2-[5-(3,5-dimethyl-piperazin-1-yl)-pyridin-2-ylamino]-8H-pyrido[2,3-d]Pyrimidin-7-one